N-((1R)-3-Cyano-3-azabicyclo[3.2.0]heptan-1-yl)-4-(4-(phenylthio)pyridin-3-yl)benzamid C(#N)N1C[C@]2(CCC2C1)NC(C1=CC=C(C=C1)C=1C=NC=CC1SC1=CC=CC=C1)=O